CN1C(N(C2=C1C(=CC=C2)N2CCC(CC2)NC2COC2)C2C(NC(CC2)=O)=O)=O 3-[3-Methyl-4-[4-(oxetan-3-ylamino)-1-piperidyl]-2-oxo-benzimidazol-1-yl]piperidine-2,6-dione